COC=1N=C(C=2N(C1)C=C(N2)C=2C(OC1=CC(=CC=C1C2)N2C[C@@H](NCC2)C)=O)C (S)-3-(6-methoxy-8-methylimidazo[1,2-a]pyrazin-2-yl)-7-(3-methylpiperazin-1-yl)-2H-chromen-2-one